C(CCCCCCC\C=C/C\C=C/CCCCC)C1(CN(C1)CCO)CCCCCCCC\C=C/C\C=C/CCCCC 2-(3,3-bis((9Z,12Z)-octadeca-9,12-dien-1-yl)azetidin-1-yl)ethan-1-ol